(S)-2-((4-chloro-2-(4-(2-((dimethylamino)methyl)-1-methyl-1H-imidazol-5-yl)phenoxy)benzyl)amino)-5-(dimethylamino)pentanoic acid ClC1=CC(=C(CN[C@H](C(=O)O)CCCN(C)C)C=C1)OC1=CC=C(C=C1)C1=CN=C(N1C)CN(C)C